C(C)OC(=O)C=1C(=NC(=NC1)C1CC2(CC2)C1)O 4-hydroxy-2-spiro[2.3]hexane-5-yl-pyrimidine-5-carboxylic acid ethyl ester